2,5-dioxapyrrolidin-1-yl-(t-butoxycarbonyl)glycine N1(OCCO1)N(CC(=O)O)C(=O)OC(C)(C)C